2-amino-6-borono-2-(3-(4-(2-chlorobenzoyl)piperazin-1-yl)propyl)hexanoic acid NC(C(=O)O)(CCCCB(O)O)CCCN1CCN(CC1)C(C1=C(C=CC=C1)Cl)=O